[Cl-].[Eu+2].[Cl-] europium(II) chloride